C1(CCCCC1)C[C@@H](C(=O)N[C@@H](C[C@H]1C(NCC1)=O)C(C(=O)NC1CC1)=O)NC(OCC1=CC(=CC=C1)Br)=O 3-Bromobenzyl ((S)-3-cyclohexyl-1-(((S)-4-(cyclopropylamino)-3,4-dioxo-1-((S)-2-oxopyrrolidin-3-yl)butan-2-yl)amino)-1-oxopropan-2-yl)carbamate